C1(CC1)COC1=C(OC2C3CN(CC2CC3)C=3N=NC(=CC3)C(F)(F)F)C=CC(=C1)C(F)(F)F (8-syn)-8-(2-cyclopropylmethoxy-4-trifluoromethyl-phenoxy)-3-(6-trifluoromethyl-pyridazin-3-yl)-3-aza-bicyclo[3.2.1]octane